3-butyl-pentane-1,3,5-tricarboxylic acid C(CCC)C(CCC(=O)O)(CCC(=O)O)C(=O)O